5-[(Z)-heptadec-8-enyl]resorcinol C(CCCCCC\C=C/CCCCCCCC)C=1C=C(C=C(O)C1)O